NC1=CC=C(C=C1)[C@@]1(C(NC(CC1)=O)=O)CC (R)-3-(4-aminophenyl)-3-ethylpiperidin-2,6-dione